COC(=O)C1(CC2=C(C(=CC(=C2C1)C)CCCN1N=NC(=C1)C1=CC=CC=C1)C)C(=O)OC 4,7-dimethyl-6-(3-(4-phenyl-1H-1,2,3-triazol-1-yl)propyl)-1,3-dihydro-2H-indene-2,2-dicarboxylic acid dimethyl ester